Heptadecan-9-yl 8-((2-hydroxyethyl)(8-oxo-8-((4-pentylnonyl)oxy)octyl)amino)octanoate OCCN(CCCCCCCC(=O)OC(CCCCCCCC)CCCCCCCC)CCCCCCCC(OCCCC(CCCCC)CCCCC)=O